OC1=C2CC[C@@H](OC2=C(C(=C1)O)C)C1=CC=C(C=C1)OC (2R)-5,7-dihydroxy-4'-methoxy-8-methylflavan